2-(3-bromophenyl)-5-(2-(ethoxycarbonyl)cyclopropyl)-2-methylpentanoic acid BrC=1C=C(C=CC1)C(C(=O)O)(CCCC1C(C1)C(=O)OCC)C